BrC=1C=C2C(=NC1C)CN(C2=O)CCNC([O-])=O N-(2-{3-bromo-2-methyl-5-oxo-5H,6H,7H-pyrrolo[3,4-b]pyridin-6-yl}ethyl)-carbamate